C(C=C)(=O)OC.C(C=C)(=O)OCC(O)CO methyl glyceryl diacrylate